ClC1=NC=CC(=N1)C1=CNC2=C(C=CC=C12)NC([C@@H](C)N1CCN(CC1)C)=O (2R)-N-[3-(2-chloropyrimidin-4-yl)-1H-indol-7-yl]-2-(4-methylpiperazin-1-yl)propionamide